rac-cis-3-methyl-4-(3-fluoro-4-(trifluoromethoxy)phenyl)piperidine C[C@@H]1CNCC[C@@H]1C1=CC(=C(C=C1)OC(F)(F)F)F |r|